5-bromo-3-fluoro-2-[3-(trifluoromethyl)oxetan-3-yl]oxy-pyridine BrC=1C=C(C(=NC1)OC1(COC1)C(F)(F)F)F